C(C(=C)C)(=O)OCCC[Si](OC)(OC)OC Gamma-Methacryloxypropyltrimethoxysilane